FC=1C(=C(C=C(C1)F)C(C(=O)O)N1CC(C1)OCCCCCC1=NC=2NCCCC2C=C1)C1OCCC1 2-(3,5-difluoro-2-(tetrahydrofuran-2-yl)phenyl)-2-(3-((5-(5,6,7,8-tetrahydro-1,8-naphthyridin-2-yl)pentyl)oxy)azetidin-1-yl)acetic acid